O1C[C@H](CC1)COC=1C=C(C=CC1)C1OCCC(C1)C(=O)O [3-[[(3S)-tetrahydrofuran-3-yl]methoxy]phenyl]tetrahydropyran-4-carboxylic acid